N-((1-(3-((3-Fluorophenyl)amino)phenyl)-1H-1,2,3-triazol-4-yl)methyl)-2-(trifluoromethyl)pyridin-4-amine FC=1C=C(C=CC1)NC=1C=C(C=CC1)N1N=NC(=C1)CNC1=CC(=NC=C1)C(F)(F)F